2-(3-cyanophenyl)-3-(2,6-dimethyl-4-pyridyl)-N-(3-hydroxy-3-methyl-cyclobutyl)pyrazolo[1,5-a]pyrimidine-5-carboxamide C(#N)C=1C=C(C=CC1)C1=NN2C(N=C(C=C2)C(=O)NC2CC(C2)(C)O)=C1C1=CC(=NC(=C1)C)C